18-fluorooctadecane-1-amine FCCCCCCCCCCCCCCCCCCN